(R)-N-(2-(3-(dimethylamino)pyrrolidin-1-yl)-5-((4-(7-fluoro-1-methyl-1H-indol-3-yl)-5-methoxypyrimidin-2-yl)amino)phenyl)acetamide CN([C@H]1CN(CC1)C1=C(C=C(C=C1)NC1=NC=C(C(=N1)C1=CN(C2=C(C=CC=C12)F)C)OC)NC(C)=O)C